C(C(C)(C)C)(=O)OCOC1=C(N=CNC1=O)C[C@H](CN1CC(C1)C#N)C1=CC=C(C=C1)C#CC1=CC=C(C=C1)CN1CCOCC1 (S)-((4-(3-(3-cyanoazetidin-1-yl)-2-(4-((4-(morpholinomethyl)phenyl)ethynyl)phenyl)propyl)-6-oxo-1,6-dihydropyrimidin-5-yl)oxy)methyl pivalate